N2-(2-hydroxy-3-methoxy-benzyl)-2-methyl-propane-1,2-diamine OC1=C(CNC(CN)(C)C)C=CC=C1OC